3-(6-(1H-Indol-4-yl)pyridin-2-yl)-6-(difluoromethyl)imidazo[1,2-a]pyrazine N1C=CC2=C(C=CC=C12)C1=CC=CC(=N1)C1=CN=C2N1C=C(N=C2)C(F)F